ClC1=CC=C(C(=N1)C=1C=CC2=C(C=NOB2O)C1)N[C@H](C)C=1C=C(C=C2C(C(=C(OC12)N1CCC(CC1)(F)F)C)=O)F 8-[(1R)-1-[[6-chloro-2-(1-hydroxy-2,3,1-benzoxazaborinin-6-yl)-3-pyridyl]amino]ethyl]-2-(4,4-difluoro-1-piperidyl)-6-fluoro-3-methyl-chromen-4-one